N-(4-(2-((6-(2,4-dichlorophenyl)quinazolin-4-yl)amino)ethyl)phenyl)methanesulfonamide ClC1=C(C=CC(=C1)Cl)C=1C=C2C(=NC=NC2=CC1)NCCC1=CC=C(C=C1)NS(=O)(=O)C